4-[(1S,4S,5R)-5-{[5-cyclopropyl-3-(2,6-dichlorophenyl)-1,2-oxazol-4-yl]methoxy}-2-azabicyclo[2.2.1]heptan-2-yl]-N-(2-methanesulfonylethyl)benzamide C1(CC1)C1=C(C(=NO1)C1=C(C=CC=C1Cl)Cl)CO[C@H]1[C@@H]2CN([C@H](C1)C2)C2=CC=C(C(=O)NCCS(=O)(=O)C)C=C2